tert-butyl (S)-4-(4-fluorophenyl)-2-(hydroxymethyl)-2,5-dihydro-1H-pyrrole-1-carboxylate FC1=CC=C(C=C1)C1=C[C@H](N(C1)C(=O)OC(C)(C)C)CO